OCCCN1CCOCC1 4-(3-hydroxypropyl)morpholine